NC=1C(NC=C(C1)Cl)=O 3-amino-5-chloropyridin-2(1H)-one